6-((3R,4S)-3-aminotetrahydro-2H-pyran-4-yl)-2,7-dichloro-N-(furan-2-ylmethyl)thieno[3,2-d]pyrimidin-4-amine formate C(=O)O.N[C@H]1COCC[C@@H]1C1=C(C=2N=C(N=C(C2S1)NCC=1OC=CC1)Cl)Cl